S1C(=NC2=C1C=CC=C2)C=2C(=C(OCCCCCCC(=O)NO)C=CC2)F 7-(3-(benzo[d]thiazole-2-yl)-2-fluorophenoxy)-N-hydroxyheptanamide